BrC1=NC(=C(C=C1Br)C(C)C)C 2,3-dibromo-5-isopropyl-6-methylpyridine